FC=1C=C(C=CC1P(=O)(O)O)[C@H](C(=O)N[C@@H]1B(OC2=C(C1)C=CC=C2C(=O)O)O)NC(=O)NC=2SC(=NN2)C (R)-3-((R)-2-(3-fluoro-4-phosphonophenyl)-2-(3-(5-methyl-1,3,4-thiadiazol-2-yl)ureido)acetamido)-2-hydroxy-3,4-dihydro-2H-benzo[e][1,2]oxaborinine-8-carboxylic acid